C(C1CO1)OCCCC(C)[Si](C)(C)C 3-(2,3-epoxypropoxy)propyl-trimethyl-ethyl-silane